C(CCCOCCOCCOCCCCCC)S(=O)(=O)[O-].[Na+] sodium 5,8,11-trioxaheptadecane-1-sulfonate